N-(2-((3-chloro-2-fluorobenzyl)amino)-2-oxoethyl)-N-isopropyl-2-(3-(2,2,2-trifluoroacetyl)-1H-indol-1-yl)acetamide ClC=1C(=C(CNC(CN(C(CN2C=C(C3=CC=CC=C23)C(C(F)(F)F)=O)=O)C(C)C)=O)C=CC1)F